C(C)OC1=CC(=NC2=CC(=CC=C12)C(=C(C#N)C#N)OC)C1=CC=CC=C1 2-((4-ethoxy-2-phenylquinolin-7-yl)(methoxy)methylene)malononitrile